4-methyl-1-oxo-2-pentanecarbamate CC(CC(C=O)NC(=O)[O-])C